3-MERCAPTO-2-METHYL-PROPIONIC ACID SCC(C(=O)O)C